8-(ethylamino)-2-(methylsulfonyl)pyrido[3,4-d]pyrimidine-6-carbonitrile C(C)NC1=NC(=CC2=C1N=C(N=C2)S(=O)(=O)C)C#N